BrC1=CC=C(C(=N1)C)O 6-bromo-2-methylpyridin-3-ol